4'-(9H-carbazol-9-yl)biphenyl-3,5-dimethanenitrile C1=CC=CC=2C3=CC=CC=C3N(C12)C1=CC=C(C=C1)C1=CC(=CC(=C1)C#N)C#N